OC1=C(C=O)C=C(C=C1OC)\C=C\C1=CC(=CC=C1)N1CCCC1 (E)-2-hydroxy-3-methoxy-5-(3-(pyrrolidin-1-yl)styryl)benzaldehyde